C(CCC)(=O)NC1=CC(=NC=C1)C=1N=NC=NN1 3-(4-butanamido-2-pyridinyl)-1,2,4,5-tetrazin